γ-aminopropyldimethoxymethylsilane NCCC[SiH2]C(OC)OC